FC(C(=O)N[C@@H]1[C@H](N(C(C1)=O)C=1C=C2C=NN(C2=CC1)C=1C=NC=CC1)C1=CC=CC=C1)(C)F |r| 2,2-Difluoro-N-[rac-(2R,3S)-5-oxo-2-phenyl-1-[1-(3-pyridyl)indazol-5-yl]pyrrolidin-3-yl]propanamid